5-CYANO-2-HYDROXYPYRIDIN-3-YLBORONIC ACID C(#N)C=1C=C(C(=NC1)O)B(O)O